3-Iodo-6-(methylthio)-1H-pyrazolo[3,4-d]pyrimidine-4-carbonitrile IC1=NNC2=NC(=NC(=C21)C#N)SC